furo[3,4-d][1,3]dioxol-4-one O1COC2C1=COC2=O